FC(C=1C=CC2=C(C1)OC1(CCCCCC1)C1=C2N=C(S1)N)(F)F 7-(trifluoromethyl)spiro[chromeno[4,3-d]thiazole-4,1'-cycloheptan]-2-amine